5-[5-fluoro-2-(2-morpholin-4-yl-ethoxy)-benzyl]-3-isopropyl-1,6-dihydro-pyrazolo[4,3-d]pyrimidin-7-one FC=1C=CC(=C(CC=2NC(C3=C(N2)C(=NN3)C(C)C)=O)C1)OCCN1CCOCC1